BrC=1C=C(SC1)C1(CC(=NO1)N(CC1=CC=C(C=C1)OC)CC1=CC=C(C=C1)OC)C(F)(F)F 5-(4-bromo-2-thienyl)-N,N-bis[(4-methoxyphenyl)methyl]-5-(trifluoromethyl)-4H-isoxazol-3-amine